{5-[2-(4-chloro-3-fluorophenoxy)acetylamino]bicyclo[3.1.1]heptan-1-yl}carbamic acid benzyl ester C(C1=CC=CC=C1)OC(NC12CCCC(C1)(C2)NC(COC2=CC(=C(C=C2)Cl)F)=O)=O